(1-(methylsulfonyl)piperidin-4-yl)methanone CS(=O)(=O)N1CCC(CC1)C=O